(1R,2S,3S,4S)-N-(3,4-dichlorophenyl)-3-(pyridin-4-yl)-7-oxabicyclo[2.2.1]heptane-2-carboxamide ClC=1C=C(C=CC1Cl)NC(=O)[C@@H]1[C@H]2CC[C@@H]([C@@H]1C1=CC=NC=C1)O2